C(C)(C)(C)N1N=C(C=C1C(=O)OC)C1CC2(OCCO2)CC1 methyl 1-(tert-butyl)-3-(1,4-dioxaspiro[4.4]nonan-7-yl)-1H-pyrazole-5-carboxylate